6-(3-(trifluoromethyl)bicyclo[1.1.1]pentan-1-yl)pyrimidine-5-carboxylate FC(C12CC(C1)(C2)C2=C(C=NC=N2)C(=O)[O-])(F)F